N1(N=CC=C1)C1=CC=C(CN(C2=C(C(=NC=N2)NCC2C(CN(CC2)CC(=O)N)O)F)CC)C=C1 2-(4-(((6-((4-(1H-pyrazol-1-yl)benzyl)(ethyl)amino)-5-fluoropyrimidin-4-yl)amino)methyl)-3-hydroxypiperidin-1-yl)acetamide